Benzyl (R)-7-(2-amino-3-phenylpropoxy)quinoline-8-carboxylate dihydrochloride Cl.Cl.N[C@@H](COC1=CC=C2C=CC=NC2=C1C(=O)OCC1=CC=CC=C1)CC1=CC=CC=C1